FCS(=O)(=O)C1=COC2=C1C=C(C=C2)C(=O)NCC2=NC=C1C=CC(=NC1=C2)C2=C1C(=NC=C2)N(C(=C1)C)CCOC 3-((Fluoromethyl)sulfonyl)-N-((2-(1-(2-methoxyethyl)-2-methyl-1H-pyrrolo[2,3-b]pyridin-4-yl)-1,6-naphthyridin-7-yl)methyl)benzofuran-5-carboxamide